CC1CCC2C13CCC(C(C3)C2(C)C)(C)OC(=O)C Cedranyl acetate